(3R,4R)-4-Fluoropiperidin-3-ol F[C@H]1[C@@H](CNCC1)O